ethane triacrylate C(C=C)(=O)O.C(C=C)(=O)O.C(C=C)(=O)O.CC